trans-tert-butyl 2,6-dimethyl-4-oxopiperidine-1-carboxylate C[C@@H]1N([C@H](CC(C1)=O)C)C(=O)OC(C)(C)C